NC1CCN(CC1)C1=C(C(=NC=C1C1=CC(=CC(=C1)C)F)O)C1=NC2=C(N1)C=CC(=C2)F 4-(4-aminopiperidin-1-yl)-3-(5-fluoro-1H-1,3-benzodiazol-2-yl)-5-(3-fluoro-5-methylphenyl)pyridin-2-ol